Cl.NC(C(=O)N1CCN(CC1)C(=O)NC1=NC(N(C=C1)C1=CC=C(C=C1)C(CN1C[C@@H](CC1)CN)(C)C)=O)(C)C (S)-4-(2-Amino-2-methylpropanoyl)-N-(1-(4-(1-(3-(aminomethyl)pyrrolidin-1-yl)-2-methylpropan-2-yl)phenyl)-2-oxo-1,2-dihydropyrimidin-4-yl)piperazine-1-carboxamide hydrochloride salt